C(C)C(C)(CC(CC)(C1=C(C=CC=C1)OC)CCN)OC ({2-[2-ethyl-4-(2-methoxyphenyl)-2-methyloxyhex-4-yl]ethyl})amine